(S)-N-((S)-2,2-difluoro-1-(5-fluoro-1-neopentyl-6-(2-(trifluoromethyl)phenyl)-1H-indol-3-yl)ethyl)-2-methylpropane-2-sulfinamide FC([C@H](C1=CN(C2=CC(=C(C=C12)F)C1=C(C=CC=C1)C(F)(F)F)CC(C)(C)C)N[S@@](=O)C(C)(C)C)F